3-[(4S)-4-methyl-6-(1,2,4-oxadiazol-3-yl)-1,2,3,4-tetrahydro-1,5-naphthyridin-1-yl]-1H-pyrazolo[3,4-b]pyrazin C[C@H]1CCN(C2=CC=C(N=C12)C1=NOC=N1)C1=NNC2=NC=CN=C21